2-Methylthioadenosine-5'-O-monophosphate sodium salt [Na+].P(=O)([O-])([O-])OC[C@@H]1[C@H]([C@H]([C@@H](O1)N1C=NC=2C(N)=NC(=NC12)C)S)O.[Na+]